COC1=CC=2C(=CCN=CC2)C=C1OC 7,8-dimethoxy-2H-3-benzazepin